3-methyl-2-{methyl[7-(prop-2-enoyl)-5-oxa-2,7-diazaspiro[3.4]octane-2-carbonyl]amino}butanamide CC(C(C(=O)N)N(C(=O)N1CC2(C1)OCN(C2)C(C=C)=O)C)C